C(C)(C)(C)OC(=O)N(C(OC(C)(C)C)=O)C1=C(C(=C(C=C1)F)OC=1C(=C2C(NC=NC2=CC1)=O)Cl)Cl tert-butyl (tert-butoxycarbonyl)(2-chloro-3-((5-chloro-4-oxo-3,4-dihydroquinazolin-6-yl)oxy)-4-fluorophenyl)carbamate